(3-ethyl-7-fluoro-2,3-dimethyl-3H-indol-5-yl)-N-(5-((4-ethylpiperazin-1-yl)methyl)pyridin-2-yl)-5-fluoropyrimidin C(C)C1(C(=NC2=C(C=C(C=C12)C1N(C=C(C=N1)F)C1=NC=C(C=C1)CN1CCN(CC1)CC)F)C)C